((1r,5s,8s)-3-(5-(6-(3-cyanopyrrolo[1,2-b]pyridazin-7-yl)-4-(isopropylamino)pyridin-3-yl)-1,3,4-thiadiazol-2-yl)-3-azabicyclo[3.2.1]oct-8-yl)carbamic acid tert-butyl ester C(C)(C)(C)OC(NC1[C@H]2CN(C[C@@H]1CC2)C=2SC(=NN2)C=2C=NC(=CC2NC(C)C)C2=CC=C1N2N=CC(=C1)C#N)=O